C(=O)(O)C=1C(=C(C=C(C1)O)CN)O (3-carboxy-2,5-dihydroxyphenylmethyl)amine